methyl-5-[(3R)-3-(dimethylamino)pyrrolidin-1-yl]thiazolo[5,4-b]pyridine-2-carboxylate COC(=O)C=1SC2=NC(=CC=C2N1)N1C[C@@H](CC1)N(C)C